benzylidenebis(1,3-dicyclohexylimidazolidin-2-ylidene)ruthenium dichloride C(C1=CC=CC=C1)=[Ru](=C1N(CCN1C1CCCCC1)C1CCCCC1)(=C1N(CCN1C1CCCCC1)C1CCCCC1)(Cl)Cl